FC1=NC(=CC(=C1N)C)N1CCC(CC1)C(F)(F)F 2-fluoro-4-methyl-6-(4-(trifluoromethyl)piperidin-1-yl)pyridin-3-amine